N1(CCC1)S(=O)(=O)C1=CC=C(C=C1)S(=O)[O-] 4-(azetidine-1-sulfonyl)benzene-1-sulfinate